trans-4-(3-(4-methoxystyryl)-1H-indazol-6-yl)pyrimidin-2-amine COC1=CC=C(/C=C/C2=NNC3=CC(=CC=C23)C2=NC(=NC=C2)N)C=C1